COC(CCC(C#CC=1C=CC=C2C=C(N(C(C12)=O)C1=CC=CC=C1)[C@H](C)NC(=O)C=1C(=NN2C1N=CC=C2)N)O)=O 6-(3-((S)-1-(2-aminopyrazolo[1,5-a]pyrimidine-3-carboxamido)ethyl)-1-oxo-2-phenyl-1,2-dihydroisoquinolin-8-yl)-4-Hydroxy-hex-5-ynoic acid methyl ester